2-(2-hydroxy-3-tert-butyl-5-methylphenyl)-5-chloro-2H-benzotriazole OC1=C(C=C(C=C1C(C)(C)C)C)N1N=C2C(=N1)C=CC(=C2)Cl